(3-(hydroxyimino)butan-2-yl)(isopropyl)phosphinic acid ON=C(C(C)P(O)(=O)C(C)C)C